C1(=CC=CC=C1)C=1C2=C(C=3C(=NC(=NC4=NN=C(N4C4=CC=CC=C4)C=C4C=CC(C=C(C1)N2)=N4)N3)C3=CC=CC=C3)C3=CC=CC=C3 tetraphenyltetraazaporphyrin